C1CCC2=C(C=3CCCC3C=C12)NC(=O)N=S(=O)(N)C=1C=NN2C1OCC(C2)NC N'-((1,2,3,5,6,7-hexahydro-s-indacen-4-yl)carbamoyl)-6-(methylamino)-6,7-dihydro-5H-pyrazolo[5,1-b][1,3]oxazine-3-sulfonimidamide